C(#N)C1=CC=C(CN(C2=CC=CC(=N2)N2CCN(CC2)CC2=NC3=C(N2C[C@H]2OCC2)C=C(C=C3)C(=O)O)C)C=C1 (S)-2-((4-(6-((4-cyanobenzyl)(methyl)amino)pyridin-2-yl)piperazin-1-yl)methyl)-1-(oxetan-2-ylmethyl)-1H-benzo[d]imidazole-6-carboxylic acid